C(=CC1=CC=CC=C1)C[Si](O[Si](C=C)(C)C)(O[Si](C=C)(C)C)O[Si](C)(C)C=C styrylmethyl-tris(vinyldimethylsiloxy)silane